C(C)(C)N1N=C(C(=C1C)O)C1=CC(=CC=C1)C(C)(C)C 1-isopropyl-5-methyl-3-(3-(tert-butyl)phenyl)-pyrazole-4-ol